(2-fluoro-4-phenoxyphenyl)(4-(((3R,6S)-6-(hydroxymethyl)tetrahydro-2H-pyran-3-yl)amino)-1H-pyrrolo[2,3-b]pyridin-3-yl)methanone FC1=C(C=CC(=C1)OC1=CC=CC=C1)C(=O)C1=CNC2=NC=CC(=C21)N[C@H]2CO[C@@H](CC2)CO